P(=O)(OC(CCCCC)CCCCCC)([O-])[O-] D-6-dodecyl phosphate